O(C1=CC=CC=C1)C=1C=C(C=CC1)OC1=CC(=CC=C1)OC1=CC=CC=C1 bis-(m-phenoxyphenyl) ether